tert-butyl 4-(1-((8-fluoro-2-methylimidazo[1,2-a]pyridin-6-yl)carbamoyl)-2,3-dihydro-1H-pyrrolo[2,3-b]pyridin-4-yl)piperazine-1-carboxylate FC=1C=2N(C=C(C1)NC(=O)N1CCC=3C1=NC=CC3N3CCN(CC3)C(=O)OC(C)(C)C)C=C(N2)C